(1R,2S,3S,4R)-3-((2-(5-fluoro-1H-pyrrolo[2,3-b]pyridin-3-yl)-5-(trifluoromethyl)pyrrolo[2,1-f][1,2,4]triazin-4-yl)amino)bicyclo[2.2.2]octane-2-carboxylic acid FC=1C=C2C(=NC1)NC=C2C2=NN1C(C(=N2)N[C@@H]2[C@H](C3CCC2CC3)C(=O)O)=C(C=C1)C(F)(F)F